COC(CCCC(=O)N1CCN(CC1)C(C1=C(C=C(C=C1)NC(=O)C=1N(C(=CN1)C1=C(C(=C(C=C1)C=1C=NN(C1C)CCOC)F)F)C)Cl)=O)=O 5-[4-[2-chloro-4-[[5-[2,3-difluoro-4-[1-(2-methoxyethyl)-5-methyl-pyrazol-4-yl]phenyl]-1-methyl-imidazole-2-carbonyl]amino]benzoyl]piperazino]-5-keto-valeric acid methyl ester